COC(=O)C1=CC2=C(N(C[C@H](N(S2)CC2=CC=C(C=C2)OC)CCCC)C2=CC=CC=C2)C=C1N(C)C.CN(C)CCNC[Si](OC)(OC)OC N-[2-(N,N-dimethylamino)ethyl]aminomethyltrimethoxysilane methyl-(R)-3-butyl-7-(dimethylamino)-2-(4-methoxybenzyl)-5-phenyl-2,3,4,5-tetrahydro-1,2,5-benzothiadiazepine-8-carboxylate